ethyl 4,6-dichloro-1,5-naphthyridine-3-carboxylate ClC1=C(C=NC2=CC=C(N=C12)Cl)C(=O)OCC